2-hydroxy-quinoline-3-carbaldehyde OC1=NC2=CC=CC=C2C=C1C=O